2-[(2R)-2-(1-cyclopropylpyrazol-4-yl)tetrahydropyran-4-yl]-4-[2-fluoro-4-(trifluoromethoxy)phenyl]-6,7-dimethyl-pteridine C1(CC1)N1N=CC(=C1)[C@@H]1OCCC(C1)C1=NC2=NC(=C(N=C2C(=N1)C1=C(C=C(C=C1)OC(F)(F)F)F)C)C